ClC1=CC=2C(C=3N(C=4CC(CC(C4C3)=O)(C)C)C2C=C1)C1=CC=CC=C1 8-chloro-3,3-dimethyl-10-phenyl-2,3,4,10-tetrahydro-1H-indolo[1,2-a]indol-1-one